CO[C@H]1[C@@H](O[C@@H]([C@H]1O)CO)N1C(=O)N=C(NC(C(C)C)=O)C=C1 2'-O-methyl-4-N-(isobutyryl)cytidine